amino-6-chloro-N-(2-methoxybenzyl)-5-(3-methyl-1H-pyrazol-1-yl)pyrazine-2-carboxamide NC=1C(=NC(=C(N1)N1N=C(C=C1)C)Cl)C(=O)NCC1=C(C=CC=C1)OC